(2-(octahydro-2H-isoindol-2-yl)thiazol-5-yl)(7-oxa-2-azaspiro[3.5]non-2-yl)methanone C1N(CC2CCCCC12)C=1SC(=CN1)C(=O)N1CC2(C1)CCOCC2